C(C)(C)(C)OC(=O)N1C2C=CCC1C=CC2 9-tert-butoxycarbonyl-9-azabicyclo[3.3.1]non-2,6-diene